4-(6-(4-Methoxy-3-propoxyphenyl)pyridazin-4-yl)-1,2-oxaborolan-2-ol COC1=C(C=C(C=C1)C1=CC(=CN=N1)C1CB(OC1)O)OCCC